adenine tri-phosphate P(=O)(O)(O)O.P(=O)(O)(O)O.P(=O)(O)(O)O.N1=CN=C2N=CNC2=C1N